4-(4'-fluorophenyl)-2,6-dimethyl-3,5-diethoxy-1,4-dihydropyridine FC1=CC=C(C=C1)C1C(=C(NC(=C1OCC)C)C)OCC